ONC(=N)C1=CC2=C(C(CO2)NC(=O)C2=CC=NN2C)C=C1 N-[6-(N-hydroxycarbamimidoyl)-2,3-dihydro-1-benzofuran-3-yl]-1-methyl-1H-pyrazole-5-carboxamide